BrC=1C(=C(C=CC1)C=1N(C(C(=C(N1)C(=O)NC=1C=NOC1)O)=O)C)OCCO 2-(3-Bromo-2-(2-Hydroxyethoxy)Phenyl)-5-Hydroxy-N-(Isoxazol-4-Yl)-1-Methyl-6-Oxo-1,6-Dihydropyrimidine-4-Carboxamide